BrC=1C=CC2=C(C(OC3=CC(=CC=C23)OCOC)=O)C1 8-bromo-3-(methoxymethoxy)-6H-benzo[c]chromen-6-one